2-(1H-imidazol-1-yl)-N-(4-oxocyclohexyl)thieno[3,2-d]Pyrimidine-4-carboxamide N1(C=NC=C1)C=1N=C(C2=C(N1)C=CS2)C(=O)NC2CCC(CC2)=O